N1C=CC2=C(C=CC=C12)CN1C(N(CCC1)C1=CC(=C(C=C1)OC)OCCCCC)=O 1-((1H-indol-4-yl)methyl)-3-(4-methoxy-3-(pentyloxy)phenyl)tetrahydropyrimidin-2(1H)-one